methyl N-[5-[8-acetamido-6-[(4-fluoro-3-methoxy-benzoyl)-methyl-amino]imidazo[1,2-a]pyridin-3-yl]-2-pyridyl]carbamate C(C)(=O)NC=1C=2N(C=C(C1)N(C)C(C1=CC(=C(C=C1)F)OC)=O)C(=CN2)C=2C=CC(=NC2)NC(OC)=O